NC1CN(CCC1)C(=O)C1=CC=CC=C1 (3-aminopiperidin-1-yl)(phenyl)methanone